CC(C)(C)OC(=O)N1CCN(CC1)C[C@H](C)NC1=NC=NC2=C(C=CC=C12)C(=O)OC methyl 4-[[(2S)-1-[4-[(2-methylpropan-2-yl)oxycarbonyl]piperazin-1-yl]propan-2-yl]amino]quinazoline-8-carboxylate